heneicosyl-eicosane C(CCCCCCCCCCCCCCCCCCCC)CCCCCCCCCCCCCCCCCCCC